O[C@@H]1C[C@H](N(C1)C(C(C(C)C)N1N=NC(=C1)N1CC2(C1)CN(C2)C2=CC=C1C=C(N=NC1=C2)C2=C(C=CC=C2)O)=O)C(=O)OC methyl (2S,4R)-4-hydroxy-1-[2-(4-{6-[3-(2-hydroxyphenyl)cinnolin-7-yl]-2,6-diazaspiro[3.3]heptan-2-yl}-1,2,3-triazol-1-yl)-3-methylbutanoyl]pyrrolidine-2-carboxylate